C(C)(C)(C)OC(=O)N(NC(=O)OC(C)(C)C)C=1C(=NC=CC1)OC 1-(2-methoxypyridin-3-yl)hydrazine-1,2-dicarboxylic acid di-tert-butyl ester